C(C)N(C([O-])=O)C=1C=NC(=CC1)NCC1=CC=C(C=C1)C.Cl[C@H]1N2C(N([C@H](CC1)C2)OS(=O)(=O)[O-])=O.C(CCC)[N+](CCCC)(CCCC)CCCC.C(CCC)[N+](CCCC)(CCCC)CCCC tetrabutylammonium (2R,5R)-2-chloro-7-oxo-1,6-diazabicyclo[3.2.1]octan-6-yl-sulphate Ethyl-(6-((4-methylbenzyl)amino)pyridin-3-yl)carbamate